(2R,5S)-4-(7-(4-cyanopyridin-2-yl)-5-(trifluoromethyl)-7H-pyrrolo[2,3-d]pyrimidin-4-yl)-2,5-dimethylpiperazine-1-carboxylic acid tert-butyl ester C(C)(C)(C)OC(=O)N1[C@@H](CN([C@H](C1)C)C=1C2=C(N=CN1)N(C=C2C(F)(F)F)C2=NC=CC(=C2)C#N)C